CC1=NC=C(N=C1)\C=C\C 2-methyl-5-[(E)-1-propenyl]pyrazine